CNC=1N=CC(=C2C=C(N=CC12)NC(=O)C1CC1)C1=NN(C=C1)CC(F)(F)F N-(8-(methylamino)-5-(1-(2,2,2-trifluoroethyl)-1H-pyrazol-3-yl)-2,7-naphthyridin-3-yl)cyclopropanecarboxamide